tert-butyl 3-[8-[2-(bromomethyl)thieno[3,2-b]pyridin-7-yl]-6-chloro-3,4-dihydro-2H-quinolin-1-yl]azetidine-1-carboxylate BrCC1=CC2=NC=CC(=C2S1)C=1C=C(C=C2CCCN(C12)C1CN(C1)C(=O)OC(C)(C)C)Cl